NC1CCN(CC1)C1=CC=C(C=C1)C1=CC(=CC(=C1)C)C(=O)N[C@H](C=1NC2=CC=CC=C2C1)C1=C(C=CC(=C1)F)O (S)-4'-(4-aminopiperidin-1-yl)-N-((5-fluoro-2-hydroxyphenyl)(1H-indol-2-yl)methyl)-5-methyl-[1,1'-biphenyl]-3-carboxamide